ClC=1C=NC(=C(C1N1C(C=2C(C1=O)=CC=CC2)=O)Cl)N2C=C(C1=CC=CC=C21)C2=CC=C(C=C2)F 3,5-dichloro-4-phthalimido-6-(3-(4-fluorophenyl)-1H-indol-1-yl)pyridine